1-bromo-8-ethylnaphthalene BrC1=CC=CC2=CC=CC(=C12)CC